(2R)-2-{[2-(3-methoxyphenyl)[1,2,4]triazolo[1,5-c]quinazolin-5-yl]amino}butanamide COC=1C=C(C=CC1)C1=NN2C(=NC=3C=CC=CC3C2=N1)N[C@@H](C(=O)N)CC